C1(=CC=CC=C1)OP(OC1=CC=CC=C1)(=O)C(CCC)NCC1=CC=C(C=C1)S(=O)(=O)CC1=CC=CC=C1.C(#N)C1=CC(=C(OC2=NC=C(C=C2C(=O)NC2=CC(=CC=C2)S(N)(=O)=O)C(F)(F)F)C=C1)OC 2-(4-cyano-2-methoxyphenoxy)-N-(3-sulfamoylphenyl)-5-(trifluoromethyl)pyridine-3-carboxamide diphenyl-(1-((4-(benzylsulfonyl)benzyl)amino)butyl)phosphonate